1,1,1-trifluoro-3,3-dimethylbutan-2-yl (3R)-4-(2'-ethoxy-6-{[(3R)-1-methylpyrrolidin-3-yl]carbamoyl}-[2,3'-bipyridin]-5-yl)-3-ethylpiperazine-1-carboxylate C(C)OC1=NC=CC=C1C1=NC(=C(C=C1)N1[C@@H](CN(CC1)C(=O)OC(C(F)(F)F)C(C)(C)C)CC)C(N[C@H]1CN(CC1)C)=O